N1(C=CC=C1)C=1C=C(C=NC1)C=1N=NN(C1)CC=1N=C2N(C=C(C=C2)C=O)C1 2-((4-(5-(1H-pyrrol-1-yl)pyridin-3-yl)-1H-1,2,3-triazol-1-yl)methyl)imidazo[1,2-a]pyridine-6-carboxaldehyde